2-(3-((2-methoxy-4-(methyl-sulfonyl)phenyl)amino)prop-1-yn-1-yl)-N-((3S,4S)-3-methoxytetrahydro-2H-pyran-4-yl)-1-(2,2,2-trifluoroethyl)-1H-indol-4-amine COC1=C(C=CC(=C1)S(=O)(=O)C)NCC#CC=1N(C=2C=CC=C(C2C1)N[C@@H]1[C@@H](COCC1)OC)CC(F)(F)F